C(#N)CC[C@H]1C[C@H](CCC1)NC1=C2C(=NC=C1C(=O)OC(C)C)NC=C2 isopropyl 4-(((1S,3S)-3-(2-cyanoethyl)cyclohexyl)amino)-1H-pyrrolo[2,3-b]pyridine-5-carboxylate